[Cl-].C(C=C)(=O)OCCC[N+](CC)(CC)CC1=CC=CC=C1 acryloyloxypropylbenzyldiethyl-ammonium chloride